(S)-N-(4-(2-(2-(1-(3,4-difluorophenyl)-6-oxapiperidin-2-yl)-5-(3,5-dimethylisoxazol-4-yl)-1H-benzo[d]imidazol-1-yl)thiazol-4-yl)phenyl)acetamide FC=1C=C(C=CC1F)N1[C@@H](CCCO1)C1=NC2=C(N1C=1SC=C(N1)C1=CC=C(C=C1)NC(C)=O)C=CC(=C2)C=2C(=NOC2C)C